methyl 5-((6-(3,3-dimethyl-2-oxo-1-((1s,3s)-3-(piperidin-1-yl) cyclobutyl) indolin-6-yl)-3-isopropyl-3H-imidazo[4,5-c]pyridin-4-yl) amino)-2,4-difluorobenzoate CC1(C(N(C2=CC(=CC=C12)C1=CC2=C(C(=N1)NC=1C(=CC(=C(C(=O)OC)C1)F)F)N(C=N2)C(C)C)C2CC(C2)N2CCCCC2)=O)C